C1(=CC=CC=C1)N([C@@H](CC1=CC=CC=C1)C(=O)O)C(N=N)=NN phenyl-N-formazanYl-L-phenylalanine